4-Cyano-2-methyl-N-(1-(1-methyl-1H-pyrazol-4-yl)-1H-indazol-6-yl)benzamide C(#N)C1=CC(=C(C(=O)NC2=CC=C3C=NN(C3=C2)C=2C=NN(C2)C)C=C1)C